ClC1=C(C(=NC=N1)NC12CCC(CC1)(C2)NC(OC(C)(C)C)=O)C#CC(OCC)OCC tert-butyl (4-((6-chloro-5-(3,3-diethoxypropyn-1-yl)pyrimidin-4-yl)amino)bicyclo[2.2.1]heptan-1-yl)carbamate